2-(3-bromophenyl)-6-chloro-5-(2-methoxyphenoxy)pyrimidin-4-amine BrC=1C=C(C=CC1)C1=NC(=C(C(=N1)N)OC1=C(C=CC=C1)OC)Cl